6-methoxy-2-methylpyrido[2,3-d]pyrimidine-4-thiol COC1=CC2=C(N=C(N=C2S)C)N=C1